8-(Difluoromethoxy)-N-(6-(difluoromethyl)pyridin-2-yl)-2-(tetrahydro-2H-pyran-4-yl)imidazo[1,2-a]pyridine-6-carboxamide trifluoroacetate FC(C(=O)O)(F)F.FC(OC=1C=2N(C=C(C1)C(=O)NC1=NC(=CC=C1)C(F)F)C=C(N2)C2CCOCC2)F